3,3-dimethyl-2-(p-methoxy-phenyl)-oxetane CC1(C(OC1)C1=CC=C(C=C1)OC)C